C(C)(=O)[O-].C(C)(=O)[O-].C(CCC)[N+](CCCC)(CCCC)CCCC.C(CCC)[N+](CCCC)(CCCC)CCCC tetrabutylammonium diacetate